C1CCC2=C(C=3CCCC3C=C12)NC(=O)NS(=O)(=O)C1=CC=C(C=C1)O N-((1,2,3,5,6,7-hexahydro-s-indacen-4-yl)carbamoyl)-4-hydroxybenzenesulfonamide